FC1(CCC(CC1)/C=C/C1=CC(=NC=C1OC)N)F (E)-4-(2-(4,4-Difluorocyclohexyl)vinyl)-5-methoxypyridin-2-amine